P(O)(O)(O)=O.ClC1=CC=C2C(=CC=NC2=C1)NN=C(C)C=1C=NC(=CC1)N1C=NC(=C1C)C 7-chloro-4-(2-(1-(6-(4,5-dimethyl-1H-imidazol-1-yl)pyridin-3-yl)ethylidene)hydrazineyl)quinoline Phosphoric acid salt